N-[1-(5-bromo-2-pyrimidin-2-yl-1,2,4-triazol-3-yl)ethyl]-N-methyl-6,8-bis(trifluoromethyl)quinazolin-4-amine BrC=1N=C(N(N1)C1=NC=CC=N1)C(C)N(C1=NC=NC2=C(C=C(C=C12)C(F)(F)F)C(F)(F)F)C